8-fluoro-4,5-dimethyl-2-(methyl-d3)-4,5-dihydro-2H-[1,2,3]triazolo[4,5-c]quinolin-6-amine FC=1C=C2C=3C(C(N(C2=C(C1)N)C)C)=NN(N3)C([2H])([2H])[2H]